3-amino-N-((R)-7-((S)-3,3-difluoropiperidin-4-yl)chroman-3-yl)-6-methylthieno[2,3-b]pyridine-2-carboxamide NC1=C(SC2=NC(=CC=C21)C)C(=O)N[C@H]2COC1=CC(=CC=C1C2)[C@H]2C(CNCC2)(F)F